ClC1=CC=C(C=C1)C=1N=C2N(C=CC=C2)C1CN1CC2COCC(C1)N2C(=O)C2=C(C=CC=C2)F (7-{[2-(4-Chlorophenyl)imidazo[1,2-a]pyridin-3-yl]-methyl}-3-oxa-7,9-diazabicyclo[3.3.1]non-9-yl)(2-fluorophenyl)methanon